NC=1C(=NC=C(N1)N1CCC2([C@H](CC(C2)=O)N)CC1)SC1=CC=CC=2N1C(N(N2)C)=O (S)-5-((3-amino-5-(4-amino-2-oxo-8-azaspiro[4.5]decan-8-yl)pyrazin-2-yl)thio)-2-methyl-[1,2,4]triazolo[4,3-a]pyridin-3(2H)-one